n-heptyl neononyl terephthalate C(C1=CC=C(C(=O)OCCCCCC(C)(C)C)C=C1)(=O)OCCCCCCC